CC(CCO)C=C(C)C 3,5-dimethylhex-4-en-1-ol